1-(2,6-dimethylphenyl)-3-[6-[1-[4-(trifluoromethoxy)phenyl]-1,2,4-triazol-3-yl]-1,3-benzothiazol-2-yl]thiourea CC1=C(C(=CC=C1)C)NC(=S)NC=1SC2=C(N1)C=CC(=C2)C2=NN(C=N2)C2=CC=C(C=C2)OC(F)(F)F